(2S)-2-amino-6-(3-azido-2,2-dimethylpropanamido)hexanoic acid N[C@H](C(=O)O)CCCCNC(C(CN=[N+]=[N-])(C)C)=O